CN1N=C(C(=C1)NC(=O)C=1N=C(OC1)C1=CC(=NC=C1)NCC(F)(F)F)N1C([C@H](CC1)C)=O N-(1-Methyl-3-((3S)-3-methyl-2-oxopyrrolidin-1-yl)-1H-pyrazol-4-yl)-2-(2-((2,2,2-trifluoroethyl)amino)pyridin-4-yl)-1,3-oxazole-4-carboxamide